C1(=CC=CC=C1)C(C=C)(O)C1=CC=C(C=C1)C1=CC=CC=C1 1-phenyl-1-(4-phenylphenyl)-2-propen-1-ol